1-acetylimidazole C(C)(=O)N1C=NC=C1